FC1=CC=C(C=C1)N1N=CC2=C1C=C1CCN(C[C@]1(C2)C(=O)C2=NC=CC=C2)S(=O)(=O)C=2C=NN(C2)CCC (R)-(1-(4-fluorophenyl)-6-((1-propyl-1H-pyrazol-4-yl)sulfonyl)-4,4a,5,6,7,8-hexahydro-1H-pyrazolo[3,4-g]isoquinolin-4a-yl)(pyridin-2-yl)methanone